CC1=NC(=NO1)C1=CC=C2C=CN=C(C2=C1)NCCC#N 3-[[7-(5-methyl-1,2,4-oxadiazol-3-yl)-1-isoquinolyl]amino]propanenitrile